4-(3-(dimethylamino)-3-phenethylpiperidin-1-yl)-2-fluoro-N-(pyrimidin-4-yl)benzenesulfonamide CN(C1(CN(CCC1)C1=CC(=C(C=C1)S(=O)(=O)NC1=NC=NC=C1)F)CCC1=CC=CC=C1)C